N[C@@](CO)(C(=O)O)NC(N)=O 3-(L-serine-2-yl)urea